ClC1(C(C1)CCC(CN1N=CN=C1)O)Cl α-[2-(2,2-dichlorocyclopropyl)ethyl]-1H-1,2,4-triazole-1-ethanol